2-(dodecyloxy)ethanol C(CCCCCCCCCCC)OCCO